FC1=CC=C(C=C1)N1C(=NC2=CC=C(C=C2C1=O)[N+](=O)[O-])C1NCCC1 3-(4-fluorophenyl)-6-nitro-2-(pyrrolidin-2-yl)quinazolin-4(3H)-one